ClC1=C(C=C(C=N1)N1C[C@@H](N(CC1)C(=O)OC(C)(C)C)C)C tert-butyl (S)-4-(6-chloro-5-methylpyridin-3-yl)-2-methylpiperazine-1-carboxylate